3-(azetidin-3-yl)-N-methyl-1-(1-methyl-3-(1-methyl-1H-pyrazol-4-yl)-1H-indazol-5-yl)-5,6-dihydroimidazo[1,5-a]pyrazine-7(8H)-carboxamide N1CC(C1)C1=NC(=C2N1CCN(C2)C(=O)NC)C=2C=C1C(=NN(C1=CC2)C)C=2C=NN(C2)C